FC(C#N)(C1=CC=C(C=C1)SC(F)(F)F)F 2,2-difluoro-2-(4-((trifluoromethyl)thio)phenyl)acetonitrile